COC1=CC=C(C=C1)C=1C=CC2=C(O[C@H](CO2)COC2=CC=C(C=C2)[C@H](CC(=O)O)C#CC)C1 (S)-3-(4-(((S)-7-(4-methoxyphenyl)-2,3-dihydrobenzo[b][1,4]dioxin-2-yl)methoxy)phenyl)-4-hexynoic acid